BrC=1C=C(C2=C(C(=CO2)COC2=C(C=CC=C2)CC(=O)OCC)C1)CN1CCC(CC1)(F)F ethyl 2-(2-((5-bromo-7-((4,4-difluoropiperidin-1-yl)methyl)benzofuran-3-yl)methoxy)phenyl)acetate